BrC=1C=2N(C=CC1)C(=C(N2)C#CC(C)(O)C)CC(F)(F)F 4-[8-bromo-3-(2,2,2-trifluoroethyl)imidazo[1,2-a]pyridin-2-yl]-2-methylbut-3-yn-2-ol